C1(CC1)N1N=C(C(=C1)OC1=C2C(=NC=C1)C=C(S2)C=2C=NN(C2)C2COC2)C2CCOCC2 7-((1-cyclopropyl-3-(tetrahydro-2H-pyran-4-yl)-1H-pyrazol-4-yl)oxy)-2-(1-(oxetan-3-yl)-1H-pyrazol-4-yl)thieno[3,2-b]pyridine